O-methoxyethyl-cytidine COCCO[C@H]1[C@@H](O[C@@H]([C@H]1O)CO)N1C(=O)N=C(N)C=C1